FC(C1=NC2=C(N1)C=CC(=C2)C(=O)O)F 2-(difluoromethyl)-1H-benzo[d]Imidazole-5-carboxylic acid